((S)-1-hydroxyethyl)picolinamide O[C@@H](C)C=1C(=NC=CC1)C(=O)N